C(#N)C1=C(C=C(NC2CCC(CC2)NC(C2=CC=C(C=C2)OC)=O)C=C1)C(F)(F)F N-[4-[4-cyano-3-(trifluoromethyl)anilino]cyclohexyl]-4-methoxy-benzamide